BrC=1C=C(CC=2C=NNC2)C=C(C1)Cl 4-(3-bromo-5-chlorobenzyl)-1H-pyrazole